NC1=CC=C(C=C1)C(C(=O)OC(C)(C)C)(C)C tert-butyl 2-(4-aminophenyl)-2-methylpropionate